(+)-α-Tocopherol acetate CC1=C(C(=C(C2=C1O[C@](CC2)(C)CCC[C@H](C)CCC[C@H](C)CCCC(C)C)C)OC(=O)C)C